bis((2-bromoethyl)amino)phosphinic acid 4-[3-(dimethylcarbamoyl) phenoxy]-5-nitro-2,3-dihydro-1H-inden-1-yl ester CN(C(=O)C=1C=C(OC2=C3CCC(C3=CC=C2[N+](=O)[O-])OP(=O)(NCCBr)NCCBr)C=CC1)C